(S)-7-(4-(5-fluoro-2-(((S)-tetrahydrofuran-3-yl)oxy)phenyl)piperidin-1-yl)-5-oxa-2-azaspiro[3.4]octane FC=1C=CC(=C(C1)C1CCN(CC1)[C@@H]1COC2(CNC2)C1)O[C@@H]1COCC1